5-(3-Aminopyrrolidin-1-yl)-2-methyl-N-(1-(naphthalen-1-yl)cyclopropyl)benzamide NC1CN(CC1)C=1C=CC(=C(C(=O)NC2(CC2)C2=CC=CC3=CC=CC=C23)C1)C